BrC1=C(C=CC(=C1)Br)O 2,4-dibromo-phenol